(R)-6-cyano-2-(4,4-difluoroazepan-1-yl)-4-methyl-N-(2-(S-methylsulfonimidoyl)pyridin-4-yl)nicotinamide C(#N)C1=NC(=C(C(=O)NC2=CC(=NC=C2)[S@@](=O)(=N)C)C(=C1)C)N1CCC(CCC1)(F)F